6-Bromo-N-[(3S)-1-methylpyrrolidin-3-yl]-2-{4-[4-(pyridin-4-ylmethyl)piperazin-1-yl]phenyl}-3H-imidazo[4,5-b]pyridin-7-amine BrC=1C(=C2C(=NC1)NC(=N2)C2=CC=C(C=C2)N2CCN(CC2)CC2=CC=NC=C2)N[C@@H]2CN(CC2)C